CC(C(=O)OC(C)OC(=O)C=1C=C(C=CC1O)NC(=O)C1=CC(=C(C(=O)NC=2C=CC(=C(C(=O)O)C2)O)C=C1O)O)(C)C 5-[[4-[[3-[1-(2,2-dimethylpropionyloxy)ethoxycarbonyl]-4-hydroxy-phenyl]carbamoyl]-2,5-dihydroxy-benzoyl]amino]-2-hydroxy-benzoic acid